CC1=NOC(=C1C=1C=C(C2=C(N(C=N2)CC2=CC=C(C=C2)F)C1)N(C)C)C 6-(3,5-dimethylisoxazol-4-yl)-1-(4-fluorobenzyl)-N,N-dimethyl-1H-benzo[d]imidazol-4-amine